C(=O)NNC(C(C)C1=CC(=C(C=C1)OC)[N+](=O)[O-])=O N'-formyl-2-(4-methoxy-3-nitrophenyl)propanehydrazide